4-Hydroxy-N-(2-((4-(hydroxyamino)-4-oxobutyl)(methyl)amino)ethyl)-1-naphthamide OC1=CC=C(C2=CC=CC=C12)C(=O)NCCN(C)CCCC(=O)NO